ClC=1C=CC=C2C=CC=C(C12)C1=C(C=2N=C(N=C(C2C=N1)N1CC2CCC(C1)N2)OCCNC(=N)N)F 1-[2-[7-(8-chloro-1-naphthyl)-4-(3,8-diazabicyclo[3.2.1]octan-3-yl)-8-fluoro-pyrido[4,3-d]pyrimidin-2-yl]oxyethyl]guanidine